C(C)(SCCN(C)C(=O)OCC1=CC=CC=C1)=O S-(2-(((benzyloxy)carbonyl)(methyl)amino)ethyl) ethanethioate